asparagine-d ethyl-(3-(benzyloxy)-4-methyl-5-(3-phenoxyphenyl)picolinoyl)glycinate C(C)N(CC(=O)O)C(C1=NC=C(C(=C1OCC1=CC=CC=C1)C)C1=CC(=CC=C1)OC1=CC=CC=C1)=O.N[C@@H](CC(N)=O)C(=O)O[2H]